C(#N)C=1C=CC(=NC1)CC(=O)NC1=CC(=C(C=C1)F)[C@H](C)NC=1C=NC=2C(N1)=NN(C2)CC (S)-2-(5-cyanopyridin-2-yl)-N-(3-(1-((2-ethyl-2H-pyrazolo[3,4-b]pyrazin-6-yl)amino)ethyl)-4-fluorophenyl)acetamide